N[C@H]1C(N(CC1)[C@H](C(=O)OCC1=CC=CC=C1)C(C)C)=O (S)-benzyl 2-((R)-3-amino-2-oxopyrrolidin-1-yl)-3-methylbutyrate